ClC=1C=C(CN2CCCCC2)C=CC1Cl 1-(3,4-dichlorobenzyl)piperidin